(R)-5-(azetidin-3-yloxy)-2-methyl-N-(1-(3-(5-((thiazol-2-ylamino)methyl)thiophen-2-yl)phenyl)ethyl)benzamide N1CC(C1)OC=1C=CC(=C(C(=O)N[C@H](C)C2=CC(=CC=C2)C=2SC(=CC2)CNC=2SC=CN2)C1)C